[V].[Ti].[Fe] iron-titanium-vanadium